butyl (S)-4-(7-chloro-6-fluoro-1-(M)-(2-isopropyl-4-methylpyridin-3-yl)-2-oxo-1,2-dihydropyrido[2,3-d]pyrimidin-4-yl)-3-methylpiperazine-1-carboxylate ClC=1C(=CC2=C(N(C(N=C2N2[C@H](CN(CC2)C(=O)OCCCC)C)=O)C=2C(=NC=CC2C)C(C)C)N1)F